N-(4-((4-([1,2,4]triazolo[1,5-a]pyridin-7-yloxy)-2-methoxy-5-methylphenyl)amino)-7-(methylamino)quinazolin-6-yl)-2-fluoro-3-(1-methylpyrrolidin-2-yl)acrylamide N=1C=NN2C1C=C(C=C2)OC2=CC(=C(C=C2C)NC2=NC=NC1=CC(=C(C=C21)NC(C(=CC2N(CCC2)C)F)=O)NC)OC